ClC1=C(C=C(C=C1)C=1N=C(NC1C1=CC=NC=C1)C1=CC=CC=C1)O 2-chloro-5-(2-phenyl-5-(pyridin-4-yl)-1H-imidazol-4-yl)phenol